2-(Azetidine-1-carbonylamino)-N-[4-fluoro-5-[(1-fluorocyclopropyl)methylcarbamoyl]-2-methylphenyl]-1,3-thiazole-5-carboxamide N1(CCC1)C(=O)NC=1SC(=CN1)C(=O)NC1=C(C=C(C(=C1)C(NCC1(CC1)F)=O)F)C